tert-butyl (3R)-1-((1r,4R)-4-((6-((2,6-dioxopiperidin-3-yl)carbamoyl)pyridin-3-yl)amino)cyclohexane-1-carbonyl)pyrrolidine-3-carboxylate O=C1NC(CCC1NC(=O)C1=CC=C(C=N1)NC1CCC(CC1)C(=O)N1C[C@@H](CC1)C(=O)OC(C)(C)C)=O